ClC=1C(=C(C=CC1)C(C)NC1CC1)F N-[1-(3-chloro-2-fluoro-phenyl)ethyl]cyclopropanamine